C1(CC1)C1OCC(N(C1)CC1(CCN(CC12CCCC2)C([C@@H](CC(F)(F)F)C)=O)O)=O 6-Cyclopropyl-4-((10-hydroxy-7-((R)-4,4,4-trifluoro-2-methylbutanoyl)-7-azaspiro[4.5]decan-10-yl)methyl)morpholin-3-one